C(\C=C/CCCCCC)OC(CCCCCCC=O)=O (Z)-non-2-en-1-yl-8-oxooctanoate